2,2'-bis(3-carboxy-2-methylpropyloxy)-1,1'-binaphthyl C(=O)(O)CC(COC1=C(C2=CC=CC=C2C=C1)C1=C(C=CC2=CC=CC=C12)OCC(CC(=O)O)C)C